BrC1=CC=C(CNC=2C=NC=CC2)C=C1 3-[(4-bromobenzyl)amino]pyridine